2-amino-5-[2-(2-carbamoyl-2-methylideneethyl)-3-oxo-1H,2H,3H-benzo[e]isoindol-8-yl]-N-methylbenzamide NC1=C(C(=O)NC)C=C(C=C1)C=1C=CC2=C(C=3CN(C(C3C=C2)=O)CC(=C)C(N)=O)C1